FC1=C(O[C@@H]2C[C@@]3([C@@H](CN(C3)C[C@H](O)C3=CC4=C(NC(OC4)=O)C=C3)C2)O)C=CC=C1 6-((R)-2-((3aS,5S,6aR)-5-(2-fluorophenoxy)-3a-hydroxyhexahydrocyclopenta[c]pyrrol-2(1H)-yl)-1-hydroxyethyl)-1,4-dihydro-2H-benzo[d][1,3]oxazin-2-one